C(C)(C)(C)[C@H](C(=O)OC1CCC2(C(=C(CC12)CCCCCC)C1=CC=CC=C1)C(=C)C1=C(C=CC=C1)C)C(C(OC)OC)NC(=O)OCC1=CC=CC=C1 (Exo)-5-hexyl-4-phenyl-3a-(1-(o-tolyl)vinyl)-1,2,3,3a,6,6a-hexahydropentalen-1-ol tert-butyl-(S)-3-(((benzyloxy)carbonyl)amino)-4,4-dimethoxybutanoate